C(C1=CC=CC=C1)N1C(=NC=C1)C1=CC=C(C=C1)NS(=O)(=O)C=1C=CC=C2C=CC=NC12 N-(4-(1-benzyl-1H-imidazol-2-yl)phenyl)quinoline-8-sulfonamide